ClC1=C(C=CC=C1C1=NC=CC(=C1Cl)C1=NC(=C(C=C1)CNCC1NC(CC1)=O)OC)NC=1C(=C(CN2CC3(C2)NC(CC3)=O)C=CC1)F 2-(3-((2-chloro-3-(3'-chloro-6-methoxy-5-((((5-oxopyrrolidin-2-yl)methyl)amino)methyl)-[2,4'-bipyridin]-2'-yl)phenyl)amino)-2-fluorobenzyl)-2,5-diazaspiro[3.4]octan-6-one